ONC(/C=C/C1=C(C=CC=C1)N1CC2(CC1)N(CCCC2)C(=O)OC(C)(C)C)=O tert-butyl (E)-2-(2-(3-(hydroxyamino)-3-oxoprop-1-en-1-yl)phenyl)-2,6-diazaspiro[4.5]decane-6-carboxylate